L-methionylglycyl-6-(2,5-dioxo-2,5-dihydro-1H-pyrrol-1-yl)-L-norleucinate N[C@@H](CCSC)C(=O)NCC(=O)OC([C@@H](N)CCCCN1C(C=CC1=O)=O)=O